[N+](=O)([O-])C(CO)(CO)CO 2-nitro-2-hydroxymethyl-1,3-propylene glycol